BrC=1C(=C(C=CC1)CC(C)(O)C1=C(C=C(C=C1)Cl)F)F 1-(3-bromo-2-fluorophenyl)-2-(4-chloro-2-fluorophenyl)propan-2-ol